NC=1C=C(C=CC1)OC(N(C)C)=O N,N-dimethyl-carbamic acid m-aminophenyl ester